FC(N1N=CC(=C1)C=1C(=CC(=NC1)NC1=CC=C2C(=N1)N(N=C2)C(C)C)N2C[C@H](CCC2)O)F (S)-1-(5-(1-(difluoromethyl)-1H-pyrazol-4-yl)-2-((1-isopropyl-1H-pyrazolo[3,4-b]pyridin-6-yl)amino)pyridin-4-yl)piperidin-3-ol